ClC=1C(=C(C=O)C=CC1)B1OC(C(O1)(C)C)(C)C 3-chloro-2-(4,4,5,5-tetramethyl-1,3,2-dioxaborolane-2-yl)benzaldehyde